ClC=1C=C(NC=2C3=C(N=CN2)C=CC(=N3)O[C@@H]3CN(CC3)C(=O)OC(C)(C)C)C=CC1OCC1COC1 tert-butyl (3S)-3-[4-[3-chloro-4-(oxetan-3-ylmethoxy)anilino]pyrido[3,2-d]pyrimidin-6-yl]oxypyrrolidine-1-carboxylate